CN1C(=NC=C1C)N1CCNCC1 1-(1,5-dimethyl-1H-imidazol-2-yl)piperazine